8-(triphenylen-2-yl-d11)dibenzo[b,d]thiophen C1(=C(C(=C(C2=C3C(=C(C(=C(C3=C3C(=C(C(=C(C3=C12)[2H])[2H])[2H])[2H])[2H])[2H])[2H])[2H])[2H])[2H])C=1C=CC2=C(C3=C(S2)C=CC=C3)C1)[2H]